tert-Butyl 4-(5-(2,4-dioxotetrahydropyrimidin-1(2H)-yl)-1-methyl-1H-indol-3-yl)piperazine-1-carboxylate O=C1N(CCC(N1)=O)C=1C=C2C(=CN(C2=CC1)C)N1CCN(CC1)C(=O)OC(C)(C)C